N1=C(C=NC=C1)[C@@H]1CCC2=NN(C(N21)=O)C2CC(C2)OC=2C=1N(N=CC2)C=CC1 |o1:6| (S or R)-5-(pyrazin-2-yl)-2-((1R,3S)-3-(pyrrolo[1,2-b]pyridazin-4-yloxy)cyclobutyl)-2,5,6,7-tetrahydro-3H-pyrrolo[2,1-c][1,2,4]triazol-3-one